FCC(C)(C)C1=NOC(=N1)C(=O)NCC1=C(C=C(C=C1)C1=C(C=NC=C1)OCCN(C(C=C)=O)C)C(F)(F)F 3-(1-fluoro-2-methylpropan-2-yl)-N-(4-(3-(2-(N-methylacrylamido)ethoxy)pyridin-4-yl)-2-(trifluoromethyl)benzyl)-1,2,4-oxadiazole-5-carboxamide